tert-butyl 2-amino-4-methyl-9-azabicyclo[4.2.1]nonane-9-carboxylate NC1C2CCC(CC(C1)C)N2C(=O)OC(C)(C)C